C(C1=CC=CC=C1)OC([C@H](C(C)C)NC(=O)C1NCCOC1)=O (2S)-3-methyl-2-(morpholine-3-carbonylamino)-butyric acid benzyl ester